C(C1=CC=CC=C1)N1[C@H](CN([C@H](CN([C@H](CN([C@H](C1)CCCCNC(OC(C)(C)C)=O)CC1=CC=CC=C1)CCCCNC(OC(C)(C)C)=O)CC1=CC=CC=C1)CCCCNC(OC(C)(C)C)=O)CC1=CC=CC=C1)CCCCNC(OC(C)(C)C)=O tetra-tert-butyl (((2S,5S,8S,11S)-1,4,7,10-tetrabenzyl-1,4,7,10-tetraazacyclododecane-2,5,8,11-tetrayl)tetrakis(butane-4,1-diyl))tetracarbamate